(S)-2-(1-amino-1,3-dihydro-spiro[inden-2,4'-piperidin]-1'-yl)-5-(3-(2-aminopyrimidin-5-yl)prop-1-yn-1-yl)-3-methylpyridin-4(3H)-one NC1C2=CC=CC=C2CC12CCN(CC2)C2=NC=C(C([C@H]2C)=O)C#CCC=2C=NC(=NC2)N